C(C)(C)OCC1=C(C=CC=C1)C=1C(=CC=CC1)S(=O)(=O)N(COC)C1=NOC(=C1C)C 2'-(isopropoxymethyl)-N-(4,5-dimethylisoxazol-3-yl)-N-(methoxymethyl)-[1,1'-biphenyl]-2-sulfonamide